OC1=CC=C2CCC(CC2=C1)=O 7-Hydroxy-3,4-dihydronaphthalen-2(1H)-one